NC1=NC=CC2=C1CC[C@H]2NC(=O)C=2C=NN(C2)CC=2C(=NC(=CC2)N2CC1C(C1C2)(C)C)C N-[(5R)-1-amino-5H,6H,7H-cyclopenta[c]pyridin-5-yl]-1-[(6-{6,6-dimethyl-3-azabicyclo[3.1.0]hex-3-yl}-2-methylpyridin-3-yl)methyl]-1H-pyrazole-4-carboxamide